2-(4-chloro-2-ethoxyphenyl)-2,2-difluoroacetic acid ethyl ester C(C)OC(C(F)(F)C1=C(C=C(C=C1)Cl)OCC)=O